N-ethyl-N-(2-(7-methoxy-1H-indol-3-yl)ethyl)propan-2-amine C(C)N(C(C)C)CCC1=CNC2=C(C=CC=C12)OC